1-((Tert-butylsulfinyl)amino)-2,3-dihydro-1H-pyrrolizine-5-carboxylic acid ethyl ester C(C)OC(=O)C=1N2CCC(C2=CC1)NS(=O)C(C)(C)C